4-benzoyl-N,N,N-trimethylbenzenemethanaminium chloride [Cl-].C(C1=CC=CC=C1)(=O)C1=CC=C(C=C1)C[N+](C)(C)C